9-trifluoromethyl-4H-pyrido[1,2-a]pyrimidin-4-one FC(C1=CC=CN2C1=NC=CC2=O)(F)F